C(C)(C)(C)OC(=O)N1[C@@H]2C[C@H]([C@H](C1)C2)C(=O)O (1S,4R,5R)-2-[(tert-Butoxy)carbonyl]-2-azabicyclo[2.2.1]heptane-5-carboxylic acid